2-dicyclohexylphosphino-2',6'-dimethoxy-biphenyl C1(CCCCC1)P(C1=C(C=CC=C1)C1=C(C=CC=C1OC)OC)C1CCCCC1